FC=1C=C2C(C(N(C2=CC1B1OC(C(O1)(C)C)(C)C)COCC[Si](C)(C)C)=O)(C(C)C)O 5-fluoro-3-hydroxy-3-isopropyl-6-(4,4,5,5-tetramethyl-1,3,2-dioxaborolan-2-yl)-1-((2-(trimethylsilyl)ethoxy)methyl)indolin-2-one